OC1=C2C3=C(C(OC2=CC(=C1C(=O)N1[C@H](CCC1)C(=O)OC)CCCCC)(C)C)C=CC(=C3)C methyl (1-hydroxy-6,6,9-trimethyl-3-pentyl-6H-benzo[c]chromene-2-carbonyl)-D-prolinate